2-{3-[(4-methane-sulfonyl-2-methoxy-phenyl)amino]prop-1-yn-1-yl}-N-[(1R,4R)-4-[4-(trifluoromethyl)piperidin-1-yl]cyclohexyl]-1-(2,2,2-trifluoroethyl)-1H-indol-4-amine CS(=O)(=O)C1=CC(=C(C=C1)NCC#CC=1N(C=2C=CC=C(C2C1)NC1CCC(CC1)N1CCC(CC1)C(F)(F)F)CC(F)(F)F)OC